C1(=CC=C(C=C1)[Mg]Br)C 4-tolylmagnesium bromide